FC1=CC=C(C=C1)C=1C=C2C(=C(C(N(C2=NC1)CCN1CCCCC1)=O)C(=O)OCC)O ethyl 6-(4-fluorophenyl)-4-hydroxy-2-oxo-1-(2-(piperidin-1-yl)ethyl)-1,2-dihydro-1,8-naphthyridine-3-carboxylate